C(CCC)C(=C(C(=O)[O-])CC(=O)[O-])C1C(CCCC1)O Butyl-2-hydroxycyclohexylitaconat